[Zn+2].C(CCCCCCC\C=C/CCCCCCCC)(=O)[O-].C(CCCCCCC\C=C/CCCCCCCC)(=O)[O-] oleic acid-zinc salt